N1=CC=C(C=C1)C1=CC=C(C2=CC=CC=C12)C1=CC=NC=C1 1,4-di(4-pyridyl)naphthalene